6-[4-(3-Methylpyrrolidin-3-carbonyl)piperazin-1-yl]pyridine-3-carbonitrile CC1(CNCC1)C(=O)N1CCN(CC1)C1=CC=C(C=N1)C#N